C(C)(C)(C)OC(=O)N1CCC(CC1)C1=CC(=C2C(=NC=NN21)N)Br 4-(4-amino-5-bromopyrrolo[2,1-f][1,2,4]triazin-7-yl)piperidine-1-carboxylic acid tert-butyl ester